N-{(1R)-1-[5-(2-methoxyquinolin-3-yl)-1H-imidazol-2-yl]-2-[4-(1,3-oxazol-2-yl)-4-oxobutoxy]ethyl}-1-azabicyclo[2.2.2]octane-4-carboxamide COC1=NC2=CC=CC=C2C=C1C1=CN=C(N1)[C@H](COCCCC(=O)C=1OC=CN1)NC(=O)C12CCN(CC1)CC2